NC1=C2N=C(N(C2=NC(=N1)F)CCCNC(=O)C1CC1)CC1=CC2=C(CCO2)C=C1I Cyclopropanecarboxylic acid {3-[6-amino-2-fluoro-8-(5-iodo-2,3-dihydro-benzofuran-6-ylmethyl)-purin-9-yl]-propyl}-amide